dodecanedioic acid bis(2-(2-hydroxybenzoyl) hydrazide) OC1=C(C(=O)NNC(CCCCCCCCCCC(=O)NNC(C2=C(C=CC=C2)O)=O)=O)C=CC=C1